FCC1=NN2C(C=C(C=C2)C2=C(C=CC(=N2)C#N)C=2C=NN(C2)CC2(CCCC2)C)=N1 6-(2-(fluoromethyl)-[1,2,4]triazolo[1,5-a]pyridin-7-yl)-5-(1-((1-methylcyclopentyl)methyl)-1H-pyrazol-4-yl)picolinonitrile